C1(=CC=CC=C1)C=1C(=[N+](ON1)[O-])C#N 4-Phenyl-3-furoxancarbonitrile